2-(4-amino-3-propoxyphenoxy)ethane-1-sulfonic acid NC1=C(C=C(OCCS(=O)(=O)O)C=C1)OCCC